FCCCOC1=CC(=C(C=C1)OC)OC 4-(3-fluoropropoxy)-1,2-dimethoxybenzene